1-(1-(6-Chloro-1-(1-methyl-1H-indol-6-yl)-1H-indazol-3-yl)ethyl)-3-methyl-1H-pyrazolo[3,4-d]pyrimidin-4-amine ClC1=CC=C2C(=NN(C2=C1)C1=CC=C2C=CN(C2=C1)C)C(C)N1N=C(C=2C1=NC=NC2N)C